Cl.Cl.CC1CCN(CC1)C1(CCNCC1)C 4,4'-dimethyl-1,4'-bipiperidine dihydrochloride